Bis-[γ-(triethoxysilyl)propyl]tetrasulfide C(C)O[Si](CCCSSSSCCC[Si](OCC)(OCC)OCC)(OCC)OCC